(5-amino-2,4-dichlorophenyl)boronic acid NC=1C(=CC(=C(C1)B(O)O)Cl)Cl